3-[cyclopropyl-(difluoro)methyl]isoxazole-4-carboxylic acid ethyl ester C(C)OC(=O)C=1C(=NOC1)C(F)(F)C1CC1